[1-[4-[5-(1-methylcyclopropoxy)-1H-indazol-3-yl]-2-pyridinyl]-4-piperidinyl]-[4-(piperazin-1-ylmethyl)-1-piperidinyl]methanone CC1(CC1)OC=1C=C2C(=NNC2=CC1)C1=CC(=NC=C1)N1CCC(CC1)C(=O)N1CCC(CC1)CN1CCNCC1